[5-[3-[2-(cyclopropanecarbonylamino)imidazo[1,2-a]pyridin-5-yl]phenyl]-2-thienyl]phosphonic acid C1(CC1)C(=O)NC=1N=C2N(C(=CC=C2)C=2C=C(C=CC2)C2=CC=C(S2)P(O)(O)=O)C1